(4-(5-(4-bromophenyl)-6-phenylpyrazin-2-yl)piperazin-1-yl)(phenyl)methane tert-butyl-(3S,5R)-5-((6-chloropyrazin-2-yl)oxy)-3-methylazepane-1-carboxylate C(C)(C)(C)OC(=O)N1C[C@H](C[C@H](CC1)OC1=NC(=CN=C1)Cl)C.BrC1=CC=C(C=C1)C=1N=CC(=NC1C1=CC=CC=C1)N1CCN(CC1)CC1=CC=CC=C1